4-methoxy-1H-pyrrolo[2,3-d]pyrimidine-5-carbonitrile COC1=C2C(NC=N1)=NC=C2C#N